C(CCCCC)NC1CCCCC1 N-hexyl-cyclohexylamine